(2R,7aS)-7a-(chloromethyl)-2-fluoro-hexahydropyrrolizine ClC[C@]12CCCN2C[C@@H](C1)F